2-(hydroxy(pyridinyl)methyl)acrylic acid OC(C(C(=O)O)=C)C1=NC=CC=C1